2-(4,5-dihydrooxazol-2-yl)-6,6,9-trimethyl-3-pentyl-6H-benzo[c]chromen-1-ol O1C(=NCC1)C1=C(C=2C3=C(C(OC2C=C1CCCCC)(C)C)C=CC(=C3)C)O